(2R)-2-PROPANAMIDOPROPANOIC ACID C(CC)(=O)N[C@@H](C(=O)O)C